ClC=1C=C(C=CC1Cl)N1CCN(CC1)CC=1C=C(C=CC1C(F)(F)F)N(CCN(C)C)C N1-(3-((4-(3,4-dichlorophenyl)piperazin-1-yl)methyl)-4-(trifluoromethyl)phenyl)-N1,N2,N2-trimethylethan-1,2-diamine